N-(5-cyclopropylpyridin-2-yl)nitrobenzamide C1(CC1)C=1C=CC(=NC1)NC(C1=C(C=CC=C1)[N+](=O)[O-])=O